The molecule is a sulfonamide obtained by formal condensation of the sulfo group of 4-bromonaphthalene-1-sulfonic acid with the exocyclic amino group of 2-pyridylmethylamine. Mimics the action of the abscisic acid, a phytohormone. It has a role as a hormone, a plant growth regulator and an abscisic acid receptor agonist. It is a sulfonamide, a member of pyridines, a member of naphthalenes and an organobromine compound. C1=CC=C2C(=C1)C(=CC=C2Br)S(=O)(=O)NCC3=CC=CC=N3